(Sa)-6-(4-chloro-1-((2-fluoro-2',3',4',5'-tetrahydro-[1,1'-biphenyl]-4-yl)methyl)-1H-indazole-7-carboxamido)spiro[3.3]heptane-2-carboxylic acid ClC1=C2C=NN(C2=C(C=C1)C(=O)NC1CC2(CC(C2)C(=O)O)C1)CC1=CC(=C(C=C1)C=1CCCCC1)F